5-(4-(hexyloxy)-1,2,5-thiadiazol-3-yl)-1-(1-(isobutyryloxy)-2-methylpropyl)-1-methyl-1,2,3,6-tetrahydropyridin-1-ium iodide 1-Iodo-2-methylpropyl-isobutyrate IC(C(C)C)OC(C(C)C)=O.[I-].C(CCCCC)OC=1C(=NSN1)C1=CCC[N+](C1)(C)C(C(C)C)OC(C(C)C)=O